3α-acetoxy-4β-fluoro-6α-α-ethyl-7α-hydroxyl-5β-cholanic acid C(C)(=O)O[C@H]1[C@@H]([C@H]2[C@H]([C@H]([C@H]3[C@@H]4CC[C@H]([C@@H](CCC(=O)O)C)[C@]4(CC[C@@H]3[C@]2(CC1)C)C)O)CC)F